[O-2].[O-2].[O-2].[O-2].[V+5] vanadium tetraoxide